CC1CCC(CC1)C(C)(C)O dihydro-α-terpineol